C(C1=CC=CC=C1)OC1=NC(=CC=C1C1=NN(C2=C(C=CC=C12)C1=C[C@@H]2CC[C@H](C1)N2C(=O)OC(C)(C)C)C)OCC2=CC=CC=C2 tert-butyl (1s,5r)-3-(3-(2,6-bis(benzyloxy) pyridin-3-yl)-1-methyl-1H-indazol-7-yl)-8-azabicyclo[3.2.1]oct-2-ene-8-carboxylate